CC1=CNC2=NC=C(C=C21)C=2C=C1CCN(CC1=C(C2)[C@H]2N(CCC2)C(=O)OC(C)(C)C)C(=O)C=2C=NC=NC2 tert-butyl (S)-2-(6-(3-methyl-1H-pyrrolo[2,3-b]pyridin-5-yl)-2-(pyrimidine-5-carbonyl)-1,2,3,4-tetrahydroisoquinolin-8-yl)pyrrolidine-1-carboxylate